FC1=C(C=C(C=C1)F)CC(=O)NC1=CC(=CC=C1)[C@H](C)NC=1C=NC=2C(N1)=NN(C2)CC (S)-2-(2,5-difluorophenyl)-N-(3-(1-((2-ethyl-2H-pyrazolo[3,4-b]pyrazin-6-yl)amino)ethyl)phenyl)acetamide